2-(2,3-dihydrobenzo[b][1,4]dioxin-6-yl)pyrrolidine O1C2=C(OCC1)C=C(C=C2)C2NCCC2